1-benzyl-N-[(6S)-2-(azetidin-3-yl)-4-methyl-5-oxo-7,8-dihydro-6H-pyrazolo[1,5-a][1,3]diazepin-6-yl]-1,2,4-triazole-3-carboxamide C(C1=CC=CC=C1)N1N=C(N=C1)C(=O)N[C@@H]1C(N(C=2N(CC1)N=C(C2)C2CNC2)C)=O